ClC=1C=C(C=C(C1OC1=CC2=C(N(N=N2)C)C=C1)C)NC1=NC=NC2=C1N=C(N=C2)N2C[C@H](N(CC2)C(C=C)=O)C (R)-1-(4-(8-((3-chloro-5-methyl-4-((1-methyl-1H-benzo[d][1,2,3]triazol-5-yl)oxy)phenyl)amino)pyrimido[5,4-d]pyrimidin-2-yl)-2-methylpiperazin-1-yl)prop-2-en-1-one